C(C)(C)(C)C1=NCC(=CC1)B1OC(C(O1)(C)C)(C)C tert-butyl-5-(4,4,5,5-tetramethyl-1,3,2-dioxaborolan-2-yl)-3,6-dihydropyridine